[Ir].C1(=CC=CC=C1)C1=NC=CC=C1C (2-phenyl-3-methyl-pyridine) iridium